CC1=CC=CC(=N1)C1=NC=CC(=N1)NC1=NC(=NC=C1)NC=1SC=C(N1)C(=O)OCC1CCNCC1 4-piperidylmethyl 2-[[4-[[2-(6-methyl-2-pyridyl)pyrimidin-4-yl]amino]pyrimidin-2-yl]amino]thiazole-4-carboxylate